(R) or (S)-N'-((2,6-dicyclopropyl-3,5-dimethylpyridin-4-yl)carbamoyl)-4-(2-hydroxypropan-2-yl)thiophene-2-sulfonimidamide C1(CC1)C1=NC(=C(C(=C1C)NC(=O)N=[S@](=O)(N)C=1SC=C(C1)C(C)(C)O)C)C1CC1 |o1:14|